N-(6-(2,4-dimethylpyridin-3-yl)benzo[d]thiazol-2-yl)-2-fluorocyclopropane-1-carboxamide CC1=NC=CC(=C1C1=CC2=C(N=C(S2)NC(=O)C2C(C2)F)C=C1)C